ClP1OCCS1 2-chloro-1,3,2-oxathiaphospholane